N-(3-(methylsulfonyl)-5-(trifluoromethyl)benzyl)-4-(trifluoromethoxy)benzenesulfonamide CS(=O)(=O)C=1C=C(CNS(=O)(=O)C2=CC=C(C=C2)OC(F)(F)F)C=C(C1)C(F)(F)F